O=C1C(C(CCC1)=O)C(=O)C1=CC(=NN(C1=O)CCC(=O)N(C)C)C 3-[5-(2,6-dioxocyclohexanecarbonyl)-3-methyl-6-oxo-pyridazin-1-yl]-N,N-dimethyl-propionamide